C(=O)C1CC(C1)N1N=C2C=C(C(=CC2=C1)NC(=O)C1=NC(=CC=C1)C(F)(F)F)OC N-[2-(3-formyl-cyclobutyl)-6-methoxy-indazol-5-yl]-6-(trifluoromethyl)pyridine-2-carboxamide